1-(5-((5-cyano-4-(pyridin-3-yl)thiazol-2-yl)carbamoyl)pyridin-2-yl)piperidine-4-carboxylic acid methyl ester COC(=O)C1CCN(CC1)C1=NC=C(C=C1)C(NC=1SC(=C(N1)C=1C=NC=CC1)C#N)=O